N-(5-amino-2-chloropyridin-4-yl)-1-methylpyrrolidine-2-carboxamide NC=1C(=CC(=NC1)Cl)NC(=O)C1N(CCC1)C